N-methyl-N-(3-(6-(5-methylthiazol-2-ylamino)-4-(morpholinomethyl)pyridin-2-yl)phenyl)acrylamide CN(C(C=C)=O)C1=CC(=CC=C1)C1=NC(=CC(=C1)CN1CCOCC1)NC=1SC(=CN1)C